NC=1C(=C(C=CC1)C=1OC2=C(N1)CN(C2)C(=O)[O-])OC 2-(3-Amino-2-methoxyphenyl)-4H-pyrrolo[3,4-d]oxazole-5(6H)-carboxylate